C(C1=CC=CC=C1)OC=1C(=C(C=C2C(=NC(=NC12)OC1CCOCC1)N1[C@@H]2CN([C@H](C1)C2)C(=O)O)C2CC2)B2OC(C(O2)(C)C)(C)C (1S,4S)-5-[8-(benzyloxy)-6-cyclopropyl-2-[(oxan-4-yl)oxy]-7-(4,4,5,5-tetramethyl-1,3,2-dioxaborolan-2-yl)quinazolin-4-yl]-2,5-diazabicyclo[2.2.1]heptane-2-carboxylic acid